1-((3R,5R,8S,9S,10R,13S,14S,17S)-10-fluoro-3-hydroxy-3,13-dimethylhexadecahydro-1H-cyclopenta[a]phenanthren-17-yl)-2-(5-(2-hydroxypropan-2-yl)-1H-benzo[d]imidazol-1-yl)ethan-1-one F[C@]12[C@H]3CC[C@@]4([C@H](CC[C@H]4[C@@H]3CC[C@@H]2C[C@](CC1)(C)O)C(CN1C=NC2=C1C=CC(=C2)C(C)(C)O)=O)C